ClC1=CC2=C(O[C@@H](CN(S2(=O)=O)CC2=CC(=CC=3C=CSC32)[C@@H](CC(=O)OCC)C3=C(C2=C(N(N=N2)C)C=C3)C)CC)N=C1 Ethyl (3R)-3-(7-{[(4R)-8-chloro-4-ethyl-1,1-dioxido-3,4-dihydro-2H-pyrido[2,3-b][1,4,5]oxathiazepin-2-yl]methyl}-1-benzothiophen-5-yl)-3-(1,4-dimethyl-1H-benzotriazol-5-yl)propanoate